C(C)(C)(C)OC(NC1CC=2N(C3=C(C1)C=CC=C3)C(=NN2)[C@@H]2CC[C@H](CC2)OC2=NC=CC=C2)=O {1-[trans-4-(pyridin-2-yloxy)cyclohexyl]-5,6-dihydro-4H-[1,2,4]Triazolo[4,3-a][1]Benzazepin-5-yl}carbamic acid tert-butyl ester